12-iodo-4,6,8,10-tetramethyltridecylpentoxymethyl ether IC(CC(CC(CC(CC(CCCC(OCCCCC)OC(CCCC(CC(CC(CC(CC(C)I)C)C)C)C)OCCCCC)C)C)C)C)C